NC1(CC2CCC(C1)N2C2=C(N=C1C(=N2)NN=C1C1=C(C2=C(N(N=C2C=C1)C)Cl)Cl)CO)C {6-[endo-3-amino-3-methyl-8-azabicyclo[3.2.1]octan-8-yl]-3-(3,4-dichloro-2-methyl-2H-indazol-5-yl)-1H-pyrazolo[3,4-b]pyrazin-5-yl}methanol